C1(=CC=CC=C1)P(C)(C)=O phenyl-dimethylphosphine oxide